C(CCC)SN1C(CCCC1(C)C)(C)C 1-butylsulfanyl-2,2,6,6-tetramethylpiperidine